5-Amino-3-(5-bromopyridin-2-yl)-1-(1-methylcyclopropyl)pyrazole-4-carbonitrile NC1=C(C(=NN1C1(CC1)C)C1=NC=C(C=C1)Br)C#N